(rac)-2-(2-fluorophenyl)propionic acid FC1=C(C=CC=C1)[C@H](C(=O)O)C |r|